DIAMINOMETHANAL NC(=O)N